[N+](=O)([O-])C1=CNC=2C1=NC=CC2 3-nitro-1H-pyrrolo[3,2-b]pyridine